N,N-dimethyl-3-{7-[(1S,2R)-2-octylcyclopropyl]heptyl}dodecan-1-amine CN(CCC(CCCCCCCCC)CCCCCCC[C@@H]1[C@@H](C1)CCCCCCCC)C